FC1=CC=C2C(=CC=NC2=C1)N1CCN(CC1)C(=O)C1CN(CC1)S(=O)(=O)C1=CN=CN1C (4-(7-fluoroquinolin-4-yl)piperazin-1-yl)(1-((1-methyl-1H-imidazol-5-yl)sulfonyl)pyrrolidin-3-yl)methanone